tert-butyl N-[(1-methyl-1H-pyrazol-4-yl) [(oxolan-2-yl) methyl] sulfamoyl]-carbamate CN1N=CC(=C1)N(S(=O)(=O)NC(OC(C)(C)C)=O)CC1OCCC1